CC1=NN2C(N=CC(=C2C2=CC=C(OCC3=NC4=CC=CC=C4C=C3)C=C2)C2=CC=NC=C2)=C1 2-[4-(2-methyl-6-pyridin-4-yl-pyrazolo[1,5-a]pyrimidin-7-yl)-phenoxymethyl]-quinoline